CC=1NC(=C(CC1C#N)C#N)C 2,6-dimethyl-3,5-dicyano-1,4-dihydropyridine